5-chloro-2-((2-ethyl-5-(methoxycarbonyl)phenyl)sulfonamido)-4-(trifluoromethyl)benzenaminium ClC=1C(=CC(=C(C1)[NH3+])NS(=O)(=O)C1=C(C=CC(=C1)C(=O)OC)CC)C(F)(F)F